ClC1=NC(=NC(=N1)NCCCCCCCC)NCCCCCCCC 2-chloro-4,6-bis(octylamino)-1,3,5-triazine